(3R,7S)-19-(2,6-dimethylphenyl)-2-oxa-15λ6-thia-5,9,16,18,21-pentaazatetracyclo[15.3.1.13,7.110,14]tricosa-1(20),10,12,14(22),17(21),18-hexaene-8,15,15-trione CC1=C(C(=CC=C1)C)C1=NC=2NS(C=3C=CC=C(NC([C@@H]4CNC[C@H](OC(=C1)N2)C4)=O)C3)(=O)=O